[Si](C)(C)(C(C)(C)C)OCCN(CC[C@H](C(C)SC1=CC=CC=C1)NC1=C(C=C(C=C1)S(=O)(=O)N)S(=O)(=O)C(F)(F)F)C 4-(((3R)-1-((2-((tert-butyldimethylsilyl)oxy)ethyl)(methyl)amino)-4-(phenylthio)pentan-3-yl)amino)-3-((trifluoromethyl)sulfonyl)benzenesulfonamide